FC1=C(C(=CC(=C1)F)OCCOC)C1=C2C(=C(N=C1C=1C=NC=3CCNCC3C1)C=1C=C3C=NN(C3=CC1)C)SC=C2 4-[2,4-difluoro-6-(2-methoxyethoxy)phenyl]-7-(1-methylindazol-5-yl)-5-(5,6,7,8-tetrahydro-1,6-naphthyridin-3-yl)thieno[2,3-c]pyridine